FC=1C=NN2C1C(NC1=C(C(=CC=C21)CO)F)=O 3,6-difluoro-7-(hydroxymethyl)-5H-pyrazolo[1,5-a]quinoxalin-4-one